7-(1-acryloylazetidin-3-yl)-3-(3-hydroxynaphthalen-1-yl)-3,4-dihydroquinazolin-2(1H)-one C(C=C)(=O)N1CC(C1)C1=CC=C2CN(C(NC2=C1)=O)C1=CC(=CC2=CC=CC=C12)O